NC1=NC=C(C2=C1C=NN2)NC(C(=O)N2[C@H](CC[C@@H](C2)C)[C@@H]2COCCC2)=O |&1:21| N-(4-amino-1H-pyrazolo[4,3-c]pyridin-7-yl)-2-((2R,5S)-5-methyl-2-(rac-(R)-tetrahydro-2H-pyran-3-yl)piperidin-1-yl)-2-oxoacetamide